2-cyclohexyl-5-cresol C1(CCCCC1)C1=CC=C(C=C1O)C